ClC=1N=C(C2=C(N1)N=C(S2)SC)NC 5-chloro-N-methyl-2-(methylsulfanyl)-[1,3]thiazolo[4,5-d]pyrimidin-7-amine